BrC=1C=C(C(=C(C1)F)F)OC1=CC(=CC=C1)F 5-bromo-1,2-difluoro-3-(3-fluorophenoxy)benzene